OCC(COCCC(=O)OC(C)(C)C)(CO)CO tert-butyl 3-(3-hydroxy-2,2-bis(hydroxymethyl)propoxy)propanoate